2-(((2R,3R,4S,5R)-5-(6-amino-2-chloro-9H-purin-9-yl)-4-fluoro-3-hydroxytetrahydrofuran-2-yl) methoxy)-2-benzylmalonate NC1=C2N=CN(C2=NC(=N1)Cl)[C@H]1[C@H]([C@@H]([C@H](O1)COC(C(=O)[O-])(C(=O)[O-])CC1=CC=CC=C1)O)F